C(#N)N1CC(CCC1)(F)C1=NN=C(O1)C1=NC=CC(=C1)C1=CC(=NC=C1)C#N 2'-(5-(1-cyano-3-fluoropiperidin-3-yl)-1,3,4-oxadiazol-2-yl)-[4,4'-bipyridine]-2-carbonitrile